2-(4-cyano-6-isopropoxy-2H-indazol-2-yl)-4-methylthiazole-5-carboxylic acid ethyl ester C(C)OC(=O)C1=C(N=C(S1)N1N=C2C=C(C=C(C2=C1)C#N)OC(C)C)C